2,3,4,6-tetra-O-acetyl-alpha-D-glucopyranosyl trichloroacetimidate CC(=O)OC[C@@H]1[C@H]([C@@H]([C@H]([C@H](O1)OC(=N)C(Cl)(Cl)Cl)OC(=O)C)OC(=O)C)OC(=O)C